[(2S,3S,4E,6R,7S,10R)-10-hydroxy-3,7-dimethyl-12-oxo-2-[(E)-1-(3-piperidin-1-ylsulfonylphenyl)prop-1-en-2-yl]-1-oxacyclododec-4-en-6-yl] 4-methylpiperazine-1-carboxylate CN1CCN(CC1)C(=O)O[C@H]1/C=C/[C@@H]([C@H](OC(C[C@@H](CC[C@@H]1C)O)=O)/C(=C/C1=CC(=CC=C1)S(=O)(=O)N1CCCCC1)/C)C